O[C@H]1[C@@H]([C@H]([C@H](C1)O)C\C=C/CCCC(=O)OCC12C[C@H]3CC4CC(C341)C2)\C=C\[C@H](COC2=CC(=CC=C2)C(F)(F)F)O ((3R,5R,8S)-tetracyclo[5.1.1.03,8.05,8]nonan-1-yl)methyl (Z)-7-((1R,2R,3R,5S)-3,5-dihydroxy-2-((R,E)-3-hydroxy-4-(3-(trifluoromethyl)phenoxy)but-1-en-1-yl)cyclopentyl)hept-5-enoate